CN1C=NC=C1C1=NC(=CC(=N1)C(=O)O)C1CC2(COC2)C1 2-(1-Methyl-1H-imidazol-5-yl)-6-(2-oxaspiro[3.3]heptan-6-yl)pyrimidine-4-carboxylic acid